CC(CO)(CCCCCCCC(CO)(C)C)C 2,2,10,10-tetramethyl-undecane-1,11-diol